C(#N)C=1C=C(C(=O)OC)C=CC1OCC1CCN(CC1)S(=O)(=O)C methyl 3-cyano-4-((1-(methylsulfonyl)piperidin-4-yl)methoxy)benzoate